C(C)(C)C1(NC(NC1=O)=O)CNC(OC(C)(C)C)=O tert-butyl [(4-isopropyl-2,5-dioxoimidazolidin-4-yl)methyl]carbamate